Cl.N1CC(C1)C(=O)N 3-AzetidinecarboxaMide HCl